ClC=1C=NC(=C2C(C=C(N(C12)C1=C(C=C(C=C1Cl)OC[C@H](C)O)Cl)C)=O)OCCC(=O)NC (S)-3-((8-chloro-1-(2,6-dichloro-4-(2-hydroxypropoxy)phenyl)-2-methyl-4-oxo-1,4-dihydro-1,6-naphthyridin-5-yl)oxy)-N-methylpropanamide